(S)-2-(1-methyl-1H-pyrazol-4-yl)-N-(6-methyl-5-(2-(3-methylpiperidin-1-yl)acetamido)pyridin-3-yl)-1-((2-(trimethylsilyl)ethoxy)methyl)-1H-pyrrolo[2,3-b]pyridine-5-carboxamide CN1N=CC(=C1)C1=CC=2C(=NC=C(C2)C(=O)NC=2C=NC(=C(C2)NC(CN2C[C@H](CCC2)C)=O)C)N1COCC[Si](C)(C)C